ClC=1C=2N(C=NC1C=1C=NN(C1)C(C)OCC)N=C(N2)N[C@H](CF)C 8-Chloro-7-(1-(1-ethoxyethyl)-1H-pyrazol-4-yl)-N-((S)-1-fluoropropan-2-yl)-[1,2,4]triazolo[1,5-c]pyrimidin-2-amine